(R)-5-methoxy-7-(4-(pyrrolidin-3-yloxy)butyl)-1,2,3,4-tetrahydro-1,8-naphthyridine hydrochloride Cl.COC1=C2CCCNC2=NC(=C1)CCCCO[C@H]1CNCC1